C1(CC1)C(=O)NC1=CC(=C(C(=O)N2C(CN(CC2)C(=O)OC(C)(C)C)C2=CC=CC=C2)C=C1)N1CCCC1 tert-butyl 4-[4-(cyclopropanecarbonylamino)-2-pyrrolidin-1-ylbenzoyl]-3-phenylpiperazine-1-carboxylate